COC(C1=C(C=CC(=C1)Cl)C1=CC2=CC=CC=C2C=C1)=O 5-chloro-2-(naphthalene-2-yl)benzoic acid methyl ester